OCC[NH+](CCCC)CCO N,N-bis(2-hydroxyethyl)butane-1-aminium